SC=1SC(=NN1)SCCOC 2-mercapto-5-methoxyethylthio-1,3,4-thiadiazole